2-((8-(2-chloro-4-(2-(piperazin-1-yl)ethoxy)phenyl)-6-(1-methylcyclopropoxy)-9H-purin-9-yl)methyl)-4-methylthiazole ClC1=C(C=CC(=C1)OCCN1CCNCC1)C=1N(C2=NC=NC(=C2N1)OC1(CC1)C)CC=1SC=C(N1)C